tert-Butyl 2-(7-(2-methoxyethylamino)quinoline-3-carboxamido)-4-(thiophen-2-yl)phenylcarbamate COCCNC1=CC=C2C=C(C=NC2=C1)C(=O)NC1=C(C=CC(=C1)C=1SC=CC1)NC(OC(C)(C)C)=O